O1CC(C1)NCC=1C=CC=C(C(=O)O)C1 5-((oxetan-3-ylamino)methyl)benzoic acid